2-(3,3-difluoro-1-methylcyclobutyl)acetyl chloride FC1(CC(C1)(C)CC(=O)Cl)F